tetranitrogen cyclotetradecane-2,4,6,9,11,13-hexaene C1C=CC=CC=CCC=CC=CC=C1.[N].[N].[N].[N]